bromopropynyl-sodium BrCC#C[Na]